di-normal butylamine C(CCC)NCCCC